O1C=C(C2=C1C=CC=C2)C[C@@H](C(=O)O)NC (S)-3-(benzofuran-3-yl)-2-(methylamino)propanoic acid